phenylalanine-1-methyl ester COC([C@@H](NC1=CC=CC=C1)C)=O